ClC1=NC(=C2C(=N1)N(N=C2)[C@@H]2[C@H]([C@H]([C@@H](O2)CO[C@](COCC(=O)O)(CO)P(=O)(O)O)O)O)NC2CCCC2 |r| rac-((R)-2-(((2S,3R,4S,5S)-5-(6-chloro-4-(cyclopentylamino)-1H-pyrazolo[3,4-d]pyrimidin-1-yl)-3,4-dihydroxytetrahydrofuran-2-yl)methoxy)-3-hydroxy-2-phosphonopropoxy)acetic acid